1-(4-methoxyphenyl)-2,2,3-trimethylbut-3-en-1-one oxime COC1=CC=C(C=C1)C(C(C(=C)C)(C)C)=NO